C1(CCCCC1)CCCC=1SC=CC1 3-cyclohexyl-1-(thiophene-2-yl)propane